(2-((S)-2,2-dimethylcyclopropane-1-carbonyl)-8-(5-((1-(tetrahydro-2H-pyran-2-yl)-1H-pyrazol-3-yl)methyl)-1,3,4-oxadiazol-2-yl)-2,6-diazaspiro[3.4]octan-6-yl)(thiazol-5-yl)methanone CC1([C@H](C1)C(=O)N1CC2(C1)CN(CC2C=2OC(=NN2)CC2=NN(C=C2)C2OCCCC2)C(=O)C2=CN=CS2)C